C(OCCOC)([O-])=O 2-methoxy-ethyl carbonate